9H-fluoren-9-ylmethyl N-{2-[(4-{[4-(chloromethyl)phenyl]sulfamoyl}-3-nitrophenyl)formamido]ethyl}carbamate ClCC1=CC=C(C=C1)NS(=O)(=O)C1=C(C=C(C=C1)C(=O)NCCNC(OCC1C2=CC=CC=C2C=2C=CC=CC12)=O)[N+](=O)[O-]